methylene-6-((5-cyclopropyl-1-(3-morpholinyl)propylimidazol-4-yl)methylene)piperazine-2,5-dione C=C1C(NC(C(N1)=O)=CC=1N=C(NC1C1CC1)C(CC)C1NCCOC1)=O